C1(=CC=CC=C1)[C@H](C)NC(CC)=O N-((S)-1-phenylethyl)propanamide